4-(tert-butylamino)thiophene C(C)(C)(C)NC=1C=CSC1